2-(4-bromo-2-iodo-phenyl)acetaldehyde BrC1=CC(=C(C=C1)CC=O)I